(S)-N-(5-Cyano-4-((1-methoxypropan-2-yl)amino)pyridin-2-yl)-7-formyl-6-((2-carbonyl-1,3-oxazepin-3-yl)methyl)-3,4-dihydro-1,8-naphthyridin-1(2H)-carboxamide C(#N)C=1C(=CC(=NC1)NC(=O)N1CCCC2=CC(=C(N=C12)C=O)CN1C(OC=CC=C1)=C=O)N[C@H](COC)C